OC(CCOCP(OCC)(=O)OCC)COS(=O)(=O)C1=CC=C(C=C1)C diethyl {3-hydroxy-4-[(4-methylbenzenesulfonyl)oxy]butoxy}methanephosphonate